FC1=CC=C(C=C1)C1=C(C=NN1)CNC1=NC2=C(N1C(CCC)=O)C=CC=C2 1-(2-(((5-(4-fluorophenyl)-1H-pyrazol-4-yl)methyl)amino)-1H-benzo[d]imidazol-1-yl)butan-1-one